(4-bromo-2,6-difluoro-phenyl)methylamine BrC1=CC(=C(C(=C1)F)CN)F